NC1=NN(C(=N1)C1=CC=CC=C1)CC1=CC=C(C=C1)C=C 3-amino-5-phenyl-1-(4-vinylbenzyl)-1H-1,2,4-triazole